C(#N)C=1C2=C(N(N=C2C=C(C1)C=1C=NN(C1)CC(N1CCCC1)=O)C)C1=CC(=C(C(=O)NCC2(CC2)F)C(=C1)OC)OC(F)F 4-[4-cyano-2-methyl-6-[1-(2-oxo-2-pyrrolidin-1-ylethyl)pyrazol-4-yl]indazol-3-yl]-2-(difluoromethoxy)-N-[(1-fluorocyclopropyl)methyl]-6-methoxybenzamide